tert-Butyl 8-thia-2-azaspiro[4.5]decane-2-carboxylate 8,8-dioxide C1N(CCC12CCS(CC2)(=O)=O)C(=O)OC(C)(C)C